C(#N)C=1C=NN2C1C(=CC(=C2)C=2C=NN(C2C)C2CN(C2)[C@@H]2C[C@@H](N(C2)C#N)C)OC (2S,4R)-4-[3-(4-[3-Cyano-4-methoxypyrazolo[1,5-a]pyridin-6-yl]-5-methylpyrazol-1-yl)azetidin-1-yl]-2-methylpyrrolidine-1-carbonitrile